(5-(7,8-dimethyl-[1,2,4]triazolo[1,5-a]pyridin-6-yl)-6-isopropyl-4H-pyrrolo[3,2-d]thiazol-2-yl)(1,1-dioxidothiomorpholino)methanone CC1=C(C=2N(C=C1C1=C(C=3N=C(SC3N1)C(=O)N1CCS(CC1)(=O)=O)C(C)C)N=CN2)C